(S)-N-((R)-1-(3-chloro-2,6-difluorophenyl)-2,2,2-trifluoroethyl)-2-methylpropane-2-sulfinamide ClC=1C(=C(C(=CC1)F)[C@H](C(F)(F)F)N[S@@](=O)C(C)(C)C)F